C(C)(C)(C)OC(=O)C1CCN(CC1)C1=C2CCN(C2=CC=C1)C(=O)OCC1=CC=CC=C1 benzyl 4-(4-tert-butoxy carbonyl-1-piperidyl)indoline-1-carboxylate